1-(2-fluoropropyl)pyrrolidine-2,5-dione FC(CN1C(CCC1=O)=O)C